8-(4-Ethyl-2-methylphenyl)-9-(4-((1-(3-fluoropropyl)azetidin-3-yl)methyl)phenyl)-6,7-dihydro-5H-benzo[7]annulen C(C)C1=CC(=C(C=C1)C=1CCCC2=C(C1C1=CC=C(C=C1)CC1CN(C1)CCCF)C=CC=C2)C